(Z)-1-(4-((tert-butoxycarbonyl)amino)-2-fluorobut-2-en-1-yl)-3-(4-(N,N-dimethylsulfamoyl)benzyl)-2-methyl-1H-indole-5-carboxylic acid C(C)(C)(C)OC(=O)NC\C=C(\CN1C(=C(C2=CC(=CC=C12)C(=O)O)CC1=CC=C(C=C1)S(N(C)C)(=O)=O)C)/F